ClC=1C=CC(=C(C1)C=1N=CC=2OCCN(C2N1)C1=CC=NC=C1C(=O)N)F 4-(2-(5-chloro-2-fluorophenyl)-6,7-dihydro-8H-pyrimido[5,4-b][1,4]oxazin-8-yl)nicotinamide